FC1=C(C=CC(=C1)F)C(CN(CC1=CC=C(C=C1)C#CC1=CC=CC=C1)C)(CN1N=CN=C1)O 2-(2,4-difluorophenyl)-1-(methyl-(4-(phenylethynyl)benzyl)amino)-3-(1H-1,2,4-triazol-1-yl)propan-2-ol